SC(CCO)CCC 3-sulfanyl-hexan-1-ol